CC=1C=C(C(=O)O)C=C(C1)OP(=O)(O)O 3-methyl-5-(phosphonooxy)benzoic acid